(S)-2-amino-3-(4-(5-(4-(dimethylamino)phenyl)-1,2,4-oxadiazol-3-yl)phenyl)propanoic acid N[C@H](C(=O)O)CC1=CC=C(C=C1)C1=NOC(=N1)C1=CC=C(C=C1)N(C)C